6-amino-N-{(1S,2S)-2-[(4-{1-[(3,4-dihydroxybutyl)(methyl)amino]-2,3-dihydro-1H-inden-5-yl}phenyl)methoxy]cyclopentyl}-2'-fluoro[3,3'-bipyridine]-5-carboxamide NC1=C(C=C(C=N1)C=1C(=NC=CC1)F)C(=O)N[C@@H]1[C@H](CCC1)OCC1=CC=C(C=C1)C=1C=C2CCC(C2=CC1)N(C)CCC(CO)O